CN(CCCCC1=C(C=CC=C1)C=1C=C2N(N=CC(=C2N[C@@H]2COCC2)C(=NC2=C(C=C(C=C2)O)CC)N)C1)C 6-[2-[4-(dimethylamino)butyl]phenyl]-N'-(2-ethyl-4-hydroxy-phenyl)-4-[[(3S)-tetrahydrofuran-3-yl]amino]pyrrolo[1,2-b]pyridazine-3-carboxamidine